4-[(3S,5aR,6R,7R,8aS)-7-hydroxy-6-{(1E,3R)-3-hydroxy-4-[3-(trifluoromethyl)phenoxy]-1-buten-1-yl}octahydro-2H-cyclopenta[b]oxepin-3-yl]butanoic acid O[C@H]1[C@@H]([C@@H]2[C@@H](OC[C@H](CC2)CCCC(=O)O)C1)\C=C\[C@H](COC1=CC(=CC=C1)C(F)(F)F)O